O=C1NC(CCC1N1C(C2=CC=CC(=C2C1=O)NCC=1C=NN(C1)C1CCN(CC1)C(=O)OC(C)(C)C)=O)=O.C(C)N(C1=C(C=CC=C1)N)CC N,N-Diethyl Phenylenediamine tert-butyl 4-(4-(((2-(2,6-dioxopiperidin-3-yl)-1,3-dioxoisoindolin-4-yl)amino)methyl)-1H-pyrazol-1-yl)piperidine-1-carboxylate